mercaptopropyl-(trimethoxysilane) SCCC[Si](OC)(OC)OC